ClCC(=O)N1CCC(CC1)C1=CC=C(C=C1)NC=1C(=NC=C(N1)N1CCCCC1)C(=O)N 3-((4-(1-(2-Chloroacetyl)piperidin-4-yl)phenyl)amino)-5-(piperidin-1-yl)pyrazine-2-carboxamide